4-Isocyanatobutyl-ethyldimethoxysilane N(=C=O)CCCC[Si](OC)(OC)CC